FC=1C=C2C(=NC=NC2=CC1)N1CC=2C=C(C=NC2CC1)C=1C=NC(=CC1)C 6-fluoro-4-[3-(6-methyl-3-pyridyl)-7,8-dihydro-5H-1,6-naphthyridin-6-yl]quinazoline